Cl.N1=CC(=CC=C1)CCC1=C(SC=C1)C=NO (2-(pyridin-3-yl)ethyl)thiophene-2-carbaldehyde Oxime Hydrochloride